2-amino-7-tert-butoxycarbonyl-7-azaspiro[3.5]nonane NC1CC2(C1)CCN(CC2)C(=O)OC(C)(C)C